1-(6-(4-((4-(1H-pyrazol-4-yl)phenyl)-amino)-pyrimidin-2-yl)-1H-indole-2-carbonyl)-pyrrolidine-2-carbonitrile N1N=CC(=C1)C1=CC=C(C=C1)NC1=NC(=NC=C1)C1=CC=C2C=C(NC2=C1)C(=O)N1C(CCC1)C#N